C1(CC1)N(C)C[C@H]1CN(CCO1)C=1C=CC(=NC1)NC=1C=CC(=C2CNC(C12)=O)C1=CN=C2N1C=CC(=C2)F 7-[[5-[(2S)-2-[[cyclopropyl(meth-yl)amino]meth-yl]morpholin-4-yl]-2-pyridyl]amino]-4-(7-fluoro-imidazo[1,2-a]pyridin-3-yl)isoindolin-1-one